BrCC(=O)N1N(CC(C1)OC1=CC=C(C(=O)O)C=C1)C(CBr)=O 4-((1,2-bis(2-bromoacetyl)pyrazolidin-4-yl)oxy)benzoic acid